[O-2].[Fe+2].[Fe+2].[Fe+2].[O-2].[O-2] tri-iron oxide